13-Chloro-2-ethoxy-8,8-dimethyl-7a,8-dihydrobenzo[d]naphtho[1,2-f]pyrazolo[5,1-b][1,3]oxazepin-9(10H)-one ClC=1C=CC2=C(N3C(OC4=C2C=2C=C(C=CC2C=C4)OCC)C(C(N3)=O)(C)C)C1